1-benzyl 3-ethyl 4-oxoazepane-1,3-dicarboxylate O=C1C(CN(CCC1)C(=O)OCC1=CC=CC=C1)C(=O)OCC